(E)-2-amino-6-cyclopropyl-4-(5-methylfuran-2-yl)-7-phenylmethylene-6,7-dihydro-5H-pyrrolo[3,4-d]pyrimidin-5-one NC=1N=C(C2=C(N1)\C(\N(C2=O)C2CC2)=C/C2=CC=CC=C2)C=2OC(=CC2)C